bis(4-methoxyphenyl) phosphate P(=O)(OC1=CC=C(C=C1)OC)(OC1=CC=C(C=C1)OC)[O-]